CN1[C@@H](CCC1)COC=1N=C(C2=C(N1)CN(C2)CC2=CC=CC1=CC=CC=C21)N2C[C@@H](NCC2)CC#N 2-((S)-4-(2-(((S)-1-methylpyrrolidin-2-yl)methoxy)-6-(naphthalen-1-ylmethyl)-6,7-dihydro-5H-pyrrolo[3,4-d]pyrimidin-4-yl)piperazin-2-yl)acetonitrile